2,4-di-O-benzoyl-ascarylose C(C1=CC=CC=C1)(=O)O[C@@H](C=O)C[C@@H](OC(C1=CC=CC=C1)=O)[C@@H](O)C